{1-[(adamantan-1-yl)methyl]-5-methyl-1H-pyrazol-4-yl}-6-{[3-(3,6-dichloro-5-methylpyridazin-4-yl)propyl]amino}pyridine-2-carboxylic acid ethyl ester C(C)OC(=O)C1=NC(=CC=C1C=1C=NN(C1C)CC12CC3CC(CC(C1)C3)C2)NCCCC2=C(N=NC(=C2C)Cl)Cl